2-[6-(2,3-Difluorophenyl)pyrazolo[4,3-b]pyridin-1-yl]-1-(3-fluoroazetidin-1-yl)ethanone FC1=C(C=CC=C1F)C=1C=C2C(=NC1)C=NN2CC(=O)N2CC(C2)F